ClC1=C(C(=O)N2COC3=C(C2)C=CC=C3C3=CC(=C(C(=O)O)C=C3F)N3C2COCC3CC2)C(=CC(=C1)N1CC=2N(CC1)N=CC2)Cl 4-[3-[2,6-Dichloro-4-(6,7-dihydro-4H-pyrazolo[1,5-a]pyrazin-5-yl)benzoyl]-2,4-dihydro-1,3-benzoxazin-8-yl]-5-fluoro-2-(3-oxa-8-azabicyclo[3.2.1]octan-8-yl)benzoic acid